3-(4-chlorophenyl)-3-hydroxyisoindolin-1-one ClC1=CC=C(C=C1)C1(NC(C2=CC=CC=C12)=O)O